tert-butyl (1S,2S,3S,5R)-3-((6-((5-(difluoromethoxy)-1H-pyrazol-3-yl)amino)pyrazin-2-yl)oxy)-2-methyl-8-azabicyclo[3.2.1]octane-8-carboxylate FC(OC1=CC(=NN1)NC1=CN=CC(=N1)O[C@@H]1[C@H]([C@@H]2CC[C@H](C1)N2C(=O)OC(C)(C)C)C)F